2-[(2S)-1,4-Dioxan-2-ylmethyl]-N-(1,3-thiazol-5-ylmethyl)-8-(trifluoromethyl)-4,5-dihydro-2H-furo[2,3-g]indazol-7-carboxamid O1[C@H](COCC1)CN1N=C2C3=C(CCC2=C1)OC(=C3C(F)(F)F)C(=O)NCC3=CN=CS3